Cyanomethyl 5-(4-Nitrophenyl)-2-(pent-4-enamidomethyl)oxazole-4-carboxylate [N+](=O)([O-])C1=CC=C(C=C1)C1=C(N=C(O1)CNC(CCC=C)=O)C(=O)OCC#N